C(=C\C1=CC=C(C=C1S(=O)(=O)[O-])NS(=O)(=O)C1=CC=C(C=C1)[N+](=O)[O-])/C1=CC=C(C=C1S(=O)(=O)[O-])NS(=O)(=O)C1=CC=C(C=C1)[N+](=O)[O-].[Na+].[Na+] Sodium (E)-6,6'-(ethene-1,2-diyl)bis(3-(4-nitrophenylsulfonamido)benzenesulfonate)